1-[4-(trifluoromethyl)-2-pyridinyl]ethanone oxime FC(C1=CC(=NC=C1)C(C)=NO)(F)F